Methyl (5R)-5-[(1R,3aS,3bS,5aR,6R,7S,9aR,9bS,11aR)-7-acetoxy-6-hydroxy-9a,11a-dimethylhexadecahydro-1H-cyclopenta[1,2-a]phenanthren-1-yl]hexanoate C(C)(=O)O[C@H]1CC[C@@]2([C@H]3CC[C@]4([C@H]([C@@H]3CC[C@H]2[C@H]1O)CC[C@@H]4[C@@H](CCCC(=O)OC)C)C)C